1-ALLYL-2-CHLORO-1H-INDOLE-3-CARBALDEHYDE C(C=C)N1C(=C(C2=CC=CC=C12)C=O)Cl